3-(5-(3-(2-chloro-4-methoxyphenyl)-1-(difluoromethyl)-1H-pyrazol-4-yl)-1-oxoisoindolin-2-yl)piperidine-2,6-dione ClC1=C(C=CC(=C1)OC)C1=NN(C=C1C=1C=C2CN(C(C2=CC1)=O)C1C(NC(CC1)=O)=O)C(F)F